(1R,5R)-N-(4-(1-(2,2-difluoroethyl)-3-phenyl-1H-pyrazol-4-yl)-7-methoxypyrido[3,2-d]pyrimidin-6-yl)-3-methyl-3-azabicyclo[3.1.0]hexane-1-carboxamide FC(CN1N=C(C(=C1)C=1C2=C(N=CN1)C=C(C(=N2)NC(=O)[C@]21CN(C[C@@H]1C2)C)OC)C2=CC=CC=C2)F